BrC=1C=C(C(=NC1)N)OCC1=NC=CC=C1 5-bromo-3-[(pyridin-2-yl)methoxy]pyridin-2-amine